N-(5-(7'-Fluoro-3'-methyl-2'-oxo-3-(phenylamino)-2',3'-dihydrospiro[cyclobutane-1,1'-pyrrolo[2,3-c]quinolin]-8'-yl)-2-(2-(isopropylamino)ethoxy)pyridin-3-yl)methanesulfonamide FC=1C(=CC=2C3=C(C=NC2C1)N(C(C31CC(C1)NC1=CC=CC=C1)=O)C)C=1C=C(C(=NC1)OCCNC(C)C)NS(=O)(=O)C